1-(4-(3-((4-amino-5-(5-chloropyridin-2-yl)-7-methyl-7H-pyrrolo[2,3-d]pyrimidin-6-yl)ethynyl)azetidin-1-yl)piperidin-1-yl)prop-2-en-1-one NC=1C2=C(N=CN1)N(C(=C2C2=NC=C(C=C2)Cl)C#CC2CN(C2)C2CCN(CC2)C(C=C)=O)C